ClC=1C=C(C=CC1N1C(N(CC1)C)=O)C1=C(C(=CC(=C1)F)C=1C=CC(N(C1)C1CCNCC1)=O)O 5-(3'-chloro-5-fluoro-2-hydroxy-4'-(3-methyl-2-oxoimidazolidin-1-yl)-[1,1'-biphenyl]-3-yl)-1-(piperidin-4-yl)pyridin-2(1H)-one